N[C@@](COC=1C(=CC(=NC1)C)C1=CC=2N(C=C1)N=C(C2)NC(=O)C2CC2)(C(F)(F)F)C (S)-N-[5-[5-(2-amino-3,3,3-trifluoro-2-methyl-propoxy)-2-methyl-4-pyridyl]pyrazolo[1,5-a]pyridin-2-yl]cyclopropanecarboxamide